NC=1C(=CC(=C(C1)C=1C=CC=2N=C(N=CC2N1)NC)C)F 6-(5-amino-4-fluoro-2-methylphenyl)-N-methylpyrido[3,2-d]pyrimidin-2-amine